potassium acetyltaurate monohydrate O.C(C)(=O)NCCS(=O)(=O)[O-].[K+]